ethyl 2-[8-chloro-9-(dimethylamino)-2-isopropyl-5-oxobenzo[b]1,8-naphthyridin-10-yl]acetate ClC=1C=CC2=C(N(C=3N=C(C=CC3C2=O)C(C)C)CC(=O)OCC)C1N(C)C